N(CC(=O)[O-])CC(=O)[O-].[Na+].[Na+] Disodium Iminodiacetate